CC=1C=CC=C2C=CC(=NC12)C(F)(F)F 8-methyl-2-(trifluoromethyl)quinoline